N-((3S,5S,8R,9S,10R,13R,14S,17R)-5,14-dihydroxy-10,13-dimethyl-17-(2-oxo-2H-pyran-5-yl)hexadecahydro-1H-cyclopenta[a]phenanthren-3-yl)-4-methylpiperazine-1-carboxamide O[C@]12C[C@H](CC[C@@]2([C@H]2CC[C@@]3([C@H](CC[C@@]3([C@@H]2CC1)O)C=1C=CC(OC1)=O)C)C)NC(=O)N1CCN(CC1)C